1-ethoxydecane C(C)OCCCCCCCCCC